FC(C(=O)[O-])(F)F.[NH2+]1CCC1 azetidinium trifluoroacetate